(S)-4-(difluoromethyl)-N'-((2,4,5,6-tetrahydro-1H-cyclobuta[f]inden-3-yl)carbamoyl)-4,5,6,7-tetrahydrothieno[3,2-c]pyridine-2-sulfonimidamide FC([C@H]1NCCC2=C1C=C(S2)S(=O)(N)=NC(NC2=C1C(=CC=3CCCC23)CC1)=O)F